2-(2,6-dioxopiperidin-3-yl)-5-(4-((1-(5-(5-methyl-5H-pyrido[4,3-b]indol-7-yl)pyridin-2-yl)piperidin-4-yl)methyl)piperazin-1-yl)isoindoline-1,3-dione O=C1NC(CCC1N1C(C2=CC=C(C=C2C1=O)N1CCN(CC1)CC1CCN(CC1)C1=NC=C(C=C1)C=1C=CC=2C3=C(N(C2C1)C)C=CN=C3)=O)=O